(R)-4-(aminomethyl)-N-(1-(2-methyl-3-(trifluoromethyl)phenyl)ethyl)-7-morpholino-phthalazin-1-amine NCC1=NN=C(C2=CC(=CC=C12)N1CCOCC1)N[C@H](C)C1=C(C(=CC=C1)C(F)(F)F)C